FC=1C=C(C=CC1)NC(=S)C=1C(NCCC1NCC1=C(C=NC=C1)OCC(C)(C)OC)=O N-(3-fluorophenyl)-4-({[3-(2-methoxy-2-methylpropoxy)pyridin-4-yl]methyl}amino)-2-oxo-1,2,5,6-tetrahydropyridine-3-carbothioamide